N(=[N+]=[N-])CC=1N=C(OC1)C=1C(=NC=NC1)NC1=CC(=C(C=C1)OC1=CC2=C(N(C=N2)C)C=C1)C 5-(4-(azidomethyl)oxazol-2-yl)-N-(3-methyl-4-((1-methyl-1H-benzimidazol-5-yl)oxy)phenyl)pyrimidin-4-amine